FC1=CC(=C(C=C1)CC(=O)Cl)OC (4-fluoro-2-methoxyphenyl)acetyl chloride